C(C1=CC=CC=C1)NC=1C=2N(N=C(C1)NCC=1N(C=CN1)C)C(=NN2)C(C)C N8-benzyl-3-isopropyl-N6-[(1-methylimidazol-2-yl)methyl]-[1,2,4]triazolo[4,3-b]pyridazine-6,8-diamine